OC1=CC=C(C=C1)/C=C/C(=O)C1=C(C=C(C=C1)O)O[C@H]1O[C@@H]([C@@H]([C@@H]([C@@H]1O)O)O)CO (E)-3-(4-Hydroxyphenyl)-1-[4-hydroxy-2-[(2R,3S,4S,5R,6R)-3,4,5-trihydroxy-6-(hydroxymethyl)oxan-2-yl]oxyphenyl]prop-2-en-1-one